2-Amino-4-(3-((1-((4-(difluoromethylidene)piperidin-1-yl)methyl)cyclopropyl)methoxy)-5-fluoro-7,9-dihydrofuro[3,4-f]quinazolin-6-yl)-7-fluorothieno[3,2-c]pyridine-3-carbonitrile NC1=C(C=2C(=NC=C(C2S1)F)C=1C2=C(C=3C=NC(=NC3C1F)OCC1(CC1)CN1CCC(CC1)=C(F)F)COC2)C#N